S1C=NC2=C1C=CC=C2N2N=CC(=C2C(F)(F)F)C(=O)NC=2C(=NC(=C(C2)Cl)N2N=CC=N2)C 1-(Benzo[d]thiazol-4-yl)-N-(5-chloro-2-methyl-6-(2H-1,2,3-triazol-2-yl)-pyridin-3-yl)-5-(trifluoromethyl)-1H-pyrazol-4-carboxamid